ClC1=NN2C(C(NC3=CC(=CC=C23)CCl)=O)=C1 2-chloro-7-(chloromethyl)pyrazolo[1,5-a]quinoxalin-4(5H)-one